CC1(CC1)C1=CN=CC=2N=C(N=C(C21)N)C2=CC(=NC=C2)C(F)(F)F (1-methylcyclopropyl)-2-[2-(trifluoromethyl)pyridin-4-yl]pyrido[3,4-d]pyrimidin-4-amine